3-(2-chloro-5-fluorophenyl)-3-hydroxy-2-[(4-methoxyphenyl)methyl]-4-nitro-2,3,6,7-tetrahydro-1H-pyrrolo[4,3-F]isoquinoline-1,6-dione ClC1=C(C=C(C=C1)F)C1(N(C(C2=C3C=CNC(C3=CC(=C21)[N+](=O)[O-])=O)=O)CC2=CC=C(C=C2)OC)O